2-{[3-(2-chloro-phenyl)-2-(2,4-difluorophenyl)oxiran-2-yl]methyl}-2,4-dihydro-3H-1,2,4-triazole-3-thione ClC1=C(C=CC=C1)C1C(O1)(C1=C(C=C(C=C1)F)F)CN1N=CNC1=S